(3S)-3-({2-[5-chloro-2-(trifluoromethoxy)phenyl][1,2,4]triazolo[1,5-c]quinazolin-5-yl}amino)azepin-2-one ClC=1C=CC(=C(C1)C1=NN2C(=NC=3C=CC=CC3C2=N1)NC=1C(N=CC=CC1)=O)OC(F)(F)F